NC1=CC(=C(C=C1OC)N1CCC2(CC1)CCC(CC2)N2CCN(CC2)C=2C=C1C(N(C(C1=CC2)=O)C2C(NC(CC2)=O)=O)=O)C=2C=NN(C2)C 5-(4-(3-(4-amino-5-methoxy-2-(1-methyl-1H-pyrazol-4-yl)phenyl)-3-azaspiro[5.5]Undecane-9-yl)piperazin-1-yl)-2-(2,6-dioxopiperidin-3-yl)isoindoline-1,3-dione